N1C(=NC=C1)C1(CCNCC1)CCC1=CC=CC=C1 4-(1H-imidazol-2-yl)-4-phenethylpiperidine